C(#N)C=1C=C(C=CC1C#N)C(C(=O)O)C1CC(CC1)(F)F 2-(3,4-dicyanophenyl)-2-(3,3-difluorocyclopentyl)acetic acid